C(C1=CC=CC=C1)OC(=O)[C@H]1NC([C@@H]1CCC1=CN=C(S1)NC(=O)OC(C)(C)C)=O (2S,3R)-3-(2-{2-[(tert-butoxycarbonyl)amino]-1,3-thiazol-5-yl}ethyl)-4-oxoazetidine-2-carboxylic acid benzyl ester